tert-butyl ((3-fluoro-4-((5-((1s,3s)-3-((1-isopropyl-1H-1,2,4-triazol-3-yl)oxy)cyclobutyl)pyrimidin-2-yl)amino)phenyl)sulfonyl)carbamate FC=1C=C(C=CC1NC1=NC=C(C=N1)C1CC(C1)OC1=NN(C=N1)C(C)C)S(=O)(=O)NC(OC(C)(C)C)=O